ClC=1C=C(O[C@H]2CN(CC2)C(C(=O)[O-])(CC)CC)C=CC1.[Li+] lithium 2-[(3R)-3-(3-chlorophenoxy) pyrrolidin-1-yl]-2-ethylbutanoate